COC(=O)C1=NN(C(=C1)C1=C(C=CC=C1OC)OC)C1=C(C=C(C=C1)C(=O)O)C(C)C 1-(4-Carboxy-2-isopropyl-phenyl)-5-(2,6-dimethoxy-phenyl)-1H-pyrazole-3-carboxylic acid methyl ester